NC1=NC2=CC(=CC=C2C(=N1)N[C@H](CO)C)Br (S)-2-((2-amino-7-bromoquinazolin-4-yl)amino)-1-propanol